C(CCC)C1C(N(CCO1)CCCC)(CCCC)CCCC tetrabutylmorpholine